FC=1C=C(C=CC1)C1=NN2C(CN(CC2)CC=C)=C1C1=CC=NC=C1 1-[2-(3-fluorophenyl)-3-(pyridin-4-yl)-6,7-dihydropyrazolo[1,5-a]pyrazin-5(4H)-yl]prop-2-en